5-((3-Bromobenzyl)oxy)-2-hydroxybenzoic acid BrC=1C=C(COC=2C=CC(=C(C(=O)O)C2)O)C=CC1